5-(4-((3-ethyl-2,4-dioxo-1,2,3,4-tetrahydrothieno[2,3-d]pyrimidin-6-yl)methyl)piperazin-1-yl)-6-fluoro-N-methylpicolinamide bis-formate C(=O)O.C(=O)O.C(C)N1C(NC2=C(C1=O)C=C(S2)CN2CCN(CC2)C=2C=CC(=NC2F)C(=O)NC)=O